6-bromo-7-cyclopropoxy-2-(1-methyl-2-oxabicyclo[2.1.1]hex-4-yl)imidazo[1,2-a]pyrimidine BrC=1C(=NC=2N(C1)C=C(N2)C21COC(C2)(C1)C)OC1CC1